C(C)(C)(C)OC(=O)N1CCC(CC1)CN(CCCNC1=CC(=NC2=CC=CC=C12)C1=CC=C(C=C1)OC)CCCN(C)C tert-Butyl-4-(((3-(dimethylamino)propyl)(3-((2-(4-methoxyphenyl)quinolin-4-yl)amino)propyl)amino)methyl)piperidine-1-carboxylate